[Cl-].[Cl-].C(C)(C)=[Zr+2](C1C2=CC(=CC=C2C=2C=CC(=CC12)C(C)(C)C)C(C)(C)C)C1C=CC=C1 isopropylidene(cyclopentadienyl)(2,7-di-tert-butyl-9-fluorenyl)zirconium dichloride